NC1=NC=CC=C1C1=NC=2C(=NC(=CC2)C2=CC=CC=C2)N1C=1C=C2CC[C@H](C2=CC1)NC(C1=CC(=C(C=C1)O)C=O)=O N-[(1R)-5-[2-(2-aminopyridin-3-yl)-5-phenylimidazo[4,5-b]pyridin-3-yl]-2,3-dihydro-1H-inden-1-yl]-3-formyl-4-hydroxybenzamide